O=C1C=CC=2C(N1CCCCC)=CNN2 5-oxo-4-(1-pentyl)-2H-pyrazolo[4,3-b]pyridin